O1CCN(CC1)C(C[C@H](C(N[C@@H](CC)B1OC(C(O1)(C)C)(C)C)=O)NC(OC(C)(C)C)=O)=O Tert-butyl ((R)-4-morpholino-1,4-dioxo-1-(((R)-1-(4,4,5,5-tetramethyl-1,3,2-dioxaborolan-2-yl)propyl)amino)butan-2-yl)carbamate